C(#N)C=1C=C2C(=CNC2=CC1)C1N(CCC2=CC(=CC=C12)C1=CC=CC=C1)C(=O)N (5-cyano-1H-indol-3-yl)-6-phenyl-3,4-dihydroisoquinoline-2(1H)-carboxamide